4-{7-[(Dimethylamino)methyl]-3,4-dihydro-1H-isochromen-1-yl}-5-methylthiophene-2-carbaldehyde CN(C)CC1=CC=C2CCOC(C2=C1)C=1C=C(SC1C)C=O